5-bromo-3-ethyl-1H-pyrrole BrC1=CC(=CN1)CC